NN[C@@H](CC1=CC=CC=C1)C(=O)O |r| amino-DL-Phenylalanine